COC(C(C1=CC=CC=C1)(O)C1OC2=C(C=CC=C2C=C1)Cl)=O 2-(8-chloro-2H-chromenyl)-2-hydroxy-2-phenylacetic acid methyl ester